C(C=CC=CCCCCCCCCCCCCC)(=O)OCCCCCCCCCCCCCCCCCCCCCCCCCCCCCCCCCC(=O)N[C@@H](CO)[C@H](O)CCCCCCCCCCCCCCC N-(34-(9Z,12Z-octadecadienoyloxy)-tetratriacontanoyl)-sphinganine